6-ACETYLPICOLINIC ACID C(C)(=O)C1=CC=CC(=N1)C(=O)O